CCCCCCC(CC=CCC(CCCCCC)OC1=CC=C(C=C1)CCC(C)=O)OC1=CC=C(C=C1)CCC(C)=O 4'-((octadec-9-ene-7,12-diylbis(oxy))bis(4,1-phenylene))bis(butan-2-one)